5-((((1-ethylpiperidin-3-yl)methoxy)carbonyl)oxy)nonane Tri(2-butoxyethyl)phosphate C(CCC)OCCOP(=O)(OCCOCCCC)OCCOCCCC.C(C)N1CC(CCC1)COC(=O)OC(CCCC)CCCC